C1(CCCC1)CN(C1=CC2=C(C(=N1)CO)CNC2=O)C 6-((cyclopentylmethyl)(methyl)amino)-4-(hydroxymethyl)-2,3-dihydro-1H-pyrrolo[3,4-C]pyridin-1-one